4-({2-[3-(trifluoromethyl)phenyl]-1,3-thiazol-4-yl}methyl)benzoic acid FC(C=1C=C(C=CC1)C=1SC=C(N1)CC1=CC=C(C(=O)O)C=C1)(F)F